(2S,4R)-6-chloro-N-{3-[3-(4-chlorophenyl)-1,2-oxazol-5-yl]bicyclo[1.1.1]pentan-1-yl}-4-hydroxy-3,4-dihydro-2H-1-benzopyran-2-carboxamide ClC=1C=CC2=C([C@@H](C[C@H](O2)C(=O)NC23CC(C2)(C3)C3=CC(=NO3)C3=CC=C(C=C3)Cl)O)C1